C(C)(C)(C)OC(=O)N1CC=C(CC1)C=1C=C2C(=C(NC2=CC1)C1=CC(=C(C=C1)OC)OC)C(C)C 4-(3-isopropyl-2-(3,4-dimethoxyphenyl)-1H-indol-5-yl)-5,6-dihydropyridine-1(2H)-carboxylic acid tert-butyl ester